C(C1=CC=CC=C1)OC1=C(C=C(C=C1)CCC)C1(C(CCC2=CC=NC=C2)C=CC=C1)O 4-(2-(2-benzyloxy-5-propylphenyl)-2-hydroxy-phenethyl)-pyridine